C1(=CC=C(C=C1)N(C1=CC=2C(C3=CC=CC=C3C2C=C1)(C)C)C1=CC=C(C=C1)B1OC(C(O1)(C)C)(C)C)C1=CC=CC=C1 N-{[1,1'-biphenyl]-4-yl}-9,9-dimethyl-N-[4-(4,4,5,5-tetramethyl-1,3,2-dioxaborolan-2-yl)phenyl]-9H-fluoren-2-amin